C(C)(C)(C)C=1C=2N(C[C@@H](N1)C)N=C(C2C2=CC=NC=C2)Br tert-butyl-(6S)-2-bromo-6-methyl-3-(pyridin-4-yl)-6,7-dihydropyrazolo[1,5-a]pyrazine